C(C)(C)(C)OC(=O)NCCC[C@@H](CC(=O)OC)NC(C1=CC(=CC=C1)C1=NOC(=N1)C)=O Methyl (3S)-6-(tert-butoxycarbonylamino)-3-[[3-(5-methyl-1,2,4-oxadiazol-3-yl)benzoyl]amino]hexanoate